3-((3-fluoro-4-(4-(1-(2-((5-fluoro-4-oxo-2-(((tetrahydro-2H-pyran-4-yl)thio)methyl)-3,4-dihydroquinazolin-7-yl)oxy)ethyl)piperidin-4-yl)piperazin-1-yl)phenyl)amino)piperidine-2,6-dione FC=1C=C(C=CC1N1CCN(CC1)C1CCN(CC1)CCOC1=CC(=C2C(NC(=NC2=C1)CSC1CCOCC1)=O)F)NC1C(NC(CC1)=O)=O